C(=O)O.NC1=NN=C(C2=CC(=CC=C12)C=1C=C(C=CC1NC(CCC(C)C)=O)B(O)O)C [3-(1-AMINO-4-METHYLPHTHALAZIN-6-YL)-4-(4-METHYLPENTANOYLAMINO)PHENYL]BORONIC ACID FORMIC ACID SALT